(Propan-2-ylamino)methanoic acid-(1R,3S)-3-{5-[(5-cyano-4-methylpyridin-2-yl)amino]-2H-pyrazol-3-yl}Cyclopentyl ester C(#N)C=1C(=CC(=NC1)NC=1C=C(NN1)[C@@H]1C[C@@H](CC1)OC(=O)NC(C)C)C